tert-butyl ((S)-1-((2S,4R)-2-(((S)-1-(2',6'-difluoro-[1,1'-biphenyl]-4-yl)ethyl)carbamoyl)-4-hydroxypyrrolidin-1-yl)-3,3-dimethyl-1-oxobutan-2-yl)carbamate FC1=C(C(=CC=C1)F)C1=CC=C(C=C1)[C@H](C)NC(=O)[C@H]1N(C[C@@H](C1)O)C([C@H](C(C)(C)C)NC(OC(C)(C)C)=O)=O